1-(Benzyloxy)-2-(methyl-d3)propan-1,1,3,3,3-d5-2-ol C(C1=CC=CC=C1)OC(C(C([2H])([2H])[2H])(O)C([2H])([2H])[2H])([2H])[2H]